CC=1N=NC=C(C1[C@@H](C)OC=1C=C2C(=NN(C2=CC1OC)C1OCCCC1)C=1C=NC(=CC1)N1CC2(CN(C2)S(=O)(=O)C)C1)C 5-[(1R)-1-(3,5-dimethylpyridazin-4-yl)ethoxy]-6-methoxy-3-[6-(2-methylsulfonyl-2,6-diazaspiro[3.3]heptan-6-yl)-3-pyridyl]-1-tetrahydropyran-2-yl-indazole